5-[(R)-cyclopropylsulfonimidoyl]Furan-2-carboxamide C1(CC1)[S@](=O)(=N)C1=CC=C(O1)C(=O)N